N1CC(CCC1)CC=1C=CC2=C(C(=NO2)N2C(NC(CC2)=O)=O)C1 1-(5-(piperidin-3-ylmethyl)benzo[d]isoxazol-3-yl)dihydropyrimidine-2,4(1H,3H)-dione